C(=O)(OC(C)(C)C)C(C1=CC(=CC=C1)N)O BOC-3-aminobenzyl alcohol